FC=1C=C(C(=NC1)N1CCN(CC1)[C@H]1CC2(CN(C2)C(=O)OCC)CC1)C1(CCOCC1)O ethyl (6R)-6-[4-[5-fluoro-3-(4-hydroxytetrahydropyran-4-yl)-2-pyridyl]piperazin-1-yl]-2-azaspiro[3.4]octane-2-carboxylate